OC1(COC1)C#CC1=CC2=C(OC[C@@H](C(N2C)=O)NC(=O)C2=NC=CC(=C2)CC2=NC(=CC=C2)C)C=C1 (S)-N-(7-((3-hydroxyoxetan-3-yl)ethynyl)-5-methyl-4-oxo-2,3,4,5-tetrahydrobenzo[b][1,4]oxazepin-3-yl)-4-((6-methylpyridin-2-yl)methyl)pyridineamide